FC1(OCCO1)F 2,2-difluoro-1,3-dioxolane